NC=1C=C(C=C(C1)C(F)(F)F)[C@@H](C)NC=1C2=C(N=C(N1)N1CCC1)C=NC(=C2)N2CCCC2 (R)-N-(1-(3-amino-5-(trifluoromethyl)phenyl)ethyl)-2-(azetidin-1-yl)-6-(pyrrolidin-1-yl)pyrido[3,4-d]pyrimidin-4-amine